CC(CC1=CC=C(C=C1)[C@H](C(=O)NS(=O)(=O)C)C)C (2R)-2-[4-(2-methylpropyl)phenyl]-N-methylsulfonylpropionamide